(5-((R)-3-(hydroxymethyl)pyrrolidin-1-yl)-1-oxoisoindolin-2-yl)piperidine-2,6-dione OC[C@H]1CN(CC1)C=1C=C2CN(C(C2=CC1)=O)N1C(CCCC1=O)=O